ClC=1C(=CC(=NC1)C(F)(F)F)I 5-chloro-4-iodo-2-(trifluoromethyl)pyridine